3-[3-(4-isoquinolyl)-2,4-dioxo-thieno[2,3-d]pyrimidin-1-yl]propanenitrile C1=NC=C(C2=CC=CC=C12)N1C(N(C2=C(C1=O)C=CS2)CCC#N)=O